N-butyl-dimethyl-pyridine C(CCC)N1C(C(=CC=C1)C)C